3-(S)-(trifluoromethoxy)pyrrolidine hydrochloride Cl.FC(O[C@@H]1CNCC1)(F)F